5-((2,3-dihydrobenzo[b][1,4]dioxin-5-yl)amino)-N-(2-hydroxy-2-methylpropyl)-7-(methylamino)pyrazolo[1,5-a]pyrimidine-3-carboxamide O1C2=C(OCC1)C(=CC=C2)NC2=NC=1N(C(=C2)NC)N=CC1C(=O)NCC(C)(C)O